ClC1=C(C=CC=C1C1=CC=C(C(=N1)OC)CN(C(OC(C)(C)C)=O)C[C@H]1NC(CC1)=O)C1=C(C(=CC=C1)C1=NC=C2C=C(C=NC2=C1)C=O)Cl (S)-tert-Butyl ((6-(2,2'-dichloro-3'-(3-formyl-1,6-naphthyridin-7-yl)-[1,1'-biphenyl]-3-yl)-2-methoxypyridin-3-yl)methyl)((5-oxopyrrolidin-2-yl)methyl)carbamate